OC1=CC=C(C=C1)C(C)(C)C1=CC=C(OC(OC2=CC=C(C=C2)C(C)(C)C2=CC=C(C=C2)O)(OC2=CC=C(C=C2)C(C)(C)C2=CC=C(C=C2)O)OC2=CC=C(C=C2)C(C)(C)C2=CC=C(C=C2)O)C=C1 Tetra-(4-(4-hydroxyphenyl-isopropyl)-phenoxy)-methan